(2-(6-methyl-5-((tetrahydro-2H-pyran-2-yl)oxy)pyridin-2-yl)thiophen-3-yl)methyl(cyclobutylmethyl)(methyl)carbamate CC1=C(C=CC(=N1)C=1SC=CC1OC(N(CC)CC1CCC1)=O)OC1OCCCC1